ClC=1C(=C(C=CC1)C(N1C(CC(CC1)CC1=NC(=CC=C1F)NC=1SC=CN1)C)([2H])[2H])F 1-((3-chloro-2-fluorophenyl)methyl-d2)-4-((3-fluoro-6-(thiazol-2-ylamino)pyridin-2-yl)methyl)-2-methylpiperidine